(E)-2-(4-(tert-butyl)styryl)-4-methoxy-6-(p-tolylthio)benzonitrile C(C)(C)(C)C1=CC=C(/C=C/C2=C(C#N)C(=CC(=C2)OC)SC2=CC=C(C=C2)C)C=C1